CC12C(C(=C(C=C1C)C)C)O2 (2,3,5,6-tetramethyl-phenylene) ether